8-((2s,5r)-4-((3-cyclopropyl-1-methyl-1H-1,2,4-triazol-5-yl)(4-fluorophenyl)methyl)-2,5-dimethylpiperazin-1-yl)-5-methyl-6-oxo-5,6-dihydro-1,5-naphthyridine-2-carbonitrile C1(CC1)C1=NN(C(=N1)C(N1C[C@@H](N(C[C@H]1C)C1=CC(N(C=2C=CC(=NC12)C#N)C)=O)C)C1=CC=C(C=C1)F)C